phosphorus, magnesium salt [Mg].[P]